(S)-2-(2-(3-(ethoxymethyl)-1-(2-(6-methylpyridin-3-yl)propan-2-yl)pyrrolidin-3-yl)ethyl)pyrimidin-4(3H)-one C(C)OC[C@@]1(CN(CC1)C(C)(C)C=1C=NC(=CC1)C)CCC1=NC=CC(N1)=O